C1(CC1)C1=C(C(=NO1)C1=C(C=CC=C1Cl)Cl)CO[C@@H]1C[C@H](N(CC1)C1=CC=C(C=C1)C1=NOC(N1)=O)C 3-(4-((2R,4S)-4-((5-cyclopropyl-3-(2,6-dichlorophenyl)isoxazol-4-yl)methoxy)-2-methylpiperidin-1-yl)phenyl)-1,2,4-oxadiazol-5(4H)-one